6-((3-aminoazetidin-1-yl)sulfonyl)-8-(1-((3,5-difluorophenyl)amino)ethyl)-2-morpholino-4H-chromen-4-one NC1CN(C1)S(=O)(=O)C=1C=C2C(C=C(OC2=C(C1)C(C)NC1=CC(=CC(=C1)F)F)N1CCOCC1)=O